1-(1-(3-Fluoro-5-(trifluoromethyl)pyridin-2-yl)piperidin-4-yl)-3-(pyridin-3-yl)thiourea FC=1C(=NC=C(C1)C(F)(F)F)N1CCC(CC1)NC(=S)NC=1C=NC=CC1